(2-((1H-pyrazol-4-yl)amino)-5-fluoropyrimidin-4-yl)-2-fluorobenzoic acid methyl ester COC(C1=C(C(=CC=C1)C1=NC(=NC=C1F)NC=1C=NNC1)F)=O